CN1N=CC(=C1)C1=CC=2C(=NC=C(C2)C(=O)NC=2C(=NC=C(C2)NC(CN2CCCCC2)=O)C(F)(F)F)N1 2-(1-methyl-1H-pyrazol-4-yl)-N-(5-(2-(piperidin-1-yl)acetamido)-2-(trifluoromethyl)pyridin-3-yl)-1H-pyrrolo[2,3-b]pyridine-5-carboxamide